benzo[d][1,3]dioxol-5-carbonitrile O1COC2=C1C=CC(=C2)C#N